5-methoxy-N-(1-methyl-6-oxo-1,6-dihydropyridin-3-yl)-1,8,10-triazatricyclo[7.4.0.02,7]trideca-2(7),3,5,8,10,12-hexaene-11-carboxamide COC=1C=CC=2N3C=CC(=NC3=NC2C1)C(=O)NC1=CN(C(C=C1)=O)C